5'-methyl-3-(5-methyl-1,2,4-oxadiazol-3-yl)-4-pentyl-1',2',3',4'-tetrahydro-[1,1'-biphenyl]-2,6-diol CC=1CCCC(C1)C=1C(=C(C(=CC1O)CCCCC)C1=NOC(=N1)C)O